4-(((trans)-4-(4-(cyclohexylmethoxy)phenyl)cyclohexyl)oxy)-1H-1,2,3-triazole-5-carboxylic acid C1(CCCCC1)COC1=CC=C(C=C1)[C@@H]1CC[C@H](CC1)OC=1N=NNC1C(=O)O